[(benzyloxy)methyl]-2-methylpropane-1,3-diol C(C1=CC=CC=C1)OCC(C(CO)C)O